selanol [SeH]O